CN1N=C2C=CC=C(C2=C1)C1=NN(C2=C(C=CC=C12)C)C=1C=CC(=NC1)N1CC(CC1)N(C(C)=O)C N-[1-(5-{2',7-dimethyl-1H,2'H-[3,4'-biindazol]-1-yl}pyridin-2-yl)pyrrolidin-3-yl]-N-methylacetamide